ClC(C(=O)OC)=C Methyl Chloroacrylate